N[C@@H]1C(CN(CC1)C1=NC=CC(=N1)C1=NC2=CC(=NC=C2C=C1)CNC(C1=CC(=CC(=C1)S(=O)(=O)C)F)=O)(F)F (S)-N-((2-(2-(4-amino-3,3-difluoropiperidin-1-yl)pyrimidin-4-yl)-1,6-naphthyridin-7-yl)methyl)-3-fluoro-5-(methylsulfonyl)benzamide